COC1=C2C(=NC(=C1)C)ON=C2N 4-methoxy-6-methylisoxazolo[5,4-b]pyridin-3-amine